C(C)CC(=O)[O-].[Zn+2].C(C)CC(=O)[O-] zinc 2-ethylacetate